tert-Butyl 4-(5-((6-(3,5-dichlorophenyl)-3-fluoro-4-(hydroxymethyl)pyridin-2-yl)oxy)pyridin-2-yl)piperazine-1-carboxylate ClC=1C=C(C=C(C1)Cl)C1=CC(=C(C(=N1)OC=1C=CC(=NC1)N1CCN(CC1)C(=O)OC(C)(C)C)F)CO